N-{4-[(2-methoxyethanesulfonyl)methyl]phenyl}-6-{8-methyl-1H,2H,3H-pyrido[2,3-b][1,4]oxazin-7-yl}-5,6,7,8-tetrahydro-2,6-naphthyridin-3-amine COCCS(=O)(=O)CC1=CC=C(C=C1)NC=1N=CC=2CCN(CC2C1)C1=C(C2=C(OCCN2)N=C1)C